BrC1=CC(=C(CNC2=C(C=NC3=NC(=CC=C23)OC)[N+](=O)[O-])C(=C1)F)F N-(4-bromo-2,6-difluorobenzyl)-7-methoxy-3-nitro-1,8-naphthyridin-4-amine